(S)-(3-(Isobutylamino)pyrrolidin-1-yl)(4-(pyridin-2-ylmethyl)-3,4-dihydroquinoxaline-1(2H)-yl)methanone maleic acid salt C(\C=C/C(=O)O)(=O)O.C(C(C)C)N[C@@H]1CN(CC1)C(=O)N1CCN(C2=CC=CC=C12)CC1=NC=CC=C1